FC=1C=C(C=CC1)CN(C(=O)C1=C(OC=2N=CN=C(C21)NC2(CC2)C)C)C N-[(3-fluorophenyl)methyl]-N,6-dimethyl-4-[(1-methylcyclopropyl)amino]furo[2,3-d]pyrimidine-5-carboxamide